NC1=C2C(=NC=N1)N(N=C2C2=CC(=CC=C2)O)CC2=NC1=CC=CC(=C1C(N2CC2=C(C=CC=C2)Cl)=O)C#CCCC(=O)N2CCOCC2 2-((4-Amino-3-(3-hydroxyphenyl)-1H-pyrazolo[3,4-d]pyrimidin-1-yl)methyl)-3-(2-chlorobenzyl)-5-(5-morpholino-5-oxopent-1-yn-1-yl)quinazolin-4(3H)-one